ethyl 5-((6-(2-((tert-butoxycarbonyl) amino)ethoxy)-2-chloro-3-fluorobenzyl)(methyl) amino)pyrazolo[1,5-a]pyrimidine-3-carboxylate C(C)(C)(C)OC(=O)NCCOC1=CC=C(C(=C1CN(C1=NC=2N(C=C1)N=CC2C(=O)OCC)C)Cl)F